Racemic-N-(1-(6,7-difluoro-1-oxo-1,2-dihydroisoquinolin-4-yl)ethyl)-N-methyl-4-(trifluoromethyl)benzamide ethyl-N-{[5-(benzyloxy)pyridin-2-yl]carbamothioyl}carbamate C(C)OC(NC(NC1=NC=C(C=C1)OCC1=CC=CC=C1)=S)=O.FC=1C=C2C(=CNC(C2=CC1F)=O)[C@@H](C)N(C(C1=CC=C(C=C1)C(F)(F)F)=O)C |r|